C(=O)C=1C(=C2C=C(N(C2=CC1)C(CCN1CCN(CC1)S(=O)(=O)C)C)C#N)C 5-formyl-4-methyl-1-{1-methyl-3-[4-(methylsulfonyl)piperazin-1-yl]propyl}-1H-indole-2-carbonitrile